tert-butyl (1R,5S)-3-(8-chloro-2-(((2R,7aS)-2-fluorotetrahydro-1H-pyrrolizin-7a(5H)-yl)methoxy)pyrido[4',3':4,5]furo[2,3-d]pyrimidin-4-yl)-3,8-diazabicyclo[3.2.1]octane-8-carboxylate ClC1=NC=CC2=C1OC=1N=C(N=C(C12)N1C[C@H]2CC[C@@H](C1)N2C(=O)OC(C)(C)C)OC[C@]21CCCN1C[C@@H](C2)F